3-[(2,6-Difluorophenyl)methyl]-6-(1H-pyrazol-4-yl)quinazolin-4-one FC1=C(C(=CC=C1)F)CN1C=NC2=CC=C(C=C2C1=O)C=1C=NNC1